FC=1C(=C(SC1)F)F trifluorothiophene